N(α)-formyl-tryptophan C(=O)N[C@@H](CC1=CNC2=CC=CC=C12)C(=O)O